cyclopent-3-enamine hydrochloride Cl.C1(CC=CC1)N